(R) and (S)-N-(amino(3-fluoro-5-(2-hydroxypropan-2-yl)thiophen-2-yl)(oxo)-λ6-sulfaneylidene)-2-(2,2-difluoro-4-isopropyl-7,8-dihydro-6H-indeno[4,5-d][1,3]dioxol-5-yl)acetamide N[S@](=NC(CC1=C(C2=C(OC(O2)(F)F)C=2CCCC12)C(C)C)=O)(=O)C=1SC(=CC1F)C(C)(C)O |r|